C(#C)C1(C2=CC=CC=C2C=2C=CC=CC12)O 9-Ethynyl-9H-fluoren-9-ol